tert-butyl (±)-(cis)-3-(1-(3,4-dichlorobenzyl)-3,7-dimethyl-2,6-dioxo-2,3,6,7-tetrahydro-1H-purin-8-ylamino)cyclohexyl carbonate C(OC(C)(C)C)(O[C@@H]1C[C@@H](CCC1)NC1=NC=2N(C(N(C(C2N1C)=O)CC1=CC(=C(C=C1)Cl)Cl)=O)C)=O |r|